NC1(C(=CC=CC1)C1=CC=CC=C1)CS(=O)(=O)[O-] 2-amino-1,1'-biphenyl-2-methanesulfonate